BrC1=C(C=C2CCN3C(C2=C1)=C(C=C3C(=O)N[C@@](C)(CC(F)(F)F)C#N)CC(F)(F)F)OC (S)-9-bromo-N-(2-cyano-4,4,4-trifluorobutan-2-yl)-8-methoxy-1-(2,2,2-trifluoroethyl)-5,6-dihydropyrrolo[2,1-a]isoquinoline-3-carboxamide